6-(6-(((1S,3R,5R)-6,6-difluoro-8-azabicyclo[3.2.1]octan-3-yl)(methyl)amino)pyridazin-3-yl)quinolin-7-ol FC1([C@H]2C[C@@H](C[C@@H](C1)N2)N(C2=CC=C(N=N2)C=2C=C1C=CC=NC1=CC2O)C)F